P(=O)(OCCCCCCCC)(OCCCCCCCC)OC1=CC=CC=C1 di-(1-octyl) phenyl phosphate